2-chloro-N-((6-cyclopropylimidazo[1,2-a]pyridin-2-yl)methyl)pyridin-4-amine ClC1=NC=CC(=C1)NCC=1N=C2N(C=C(C=C2)C2CC2)C1